lead hydroxide bromide [Pb](Br)O